C(CC)N(N)C1=NN=NN1 5-(1-propylhydrazino)-1H-tetrazole